2-(3-isopropyl-2-(8-methoxy-[1,2,4]triazolo[1,5-a]pyridin-6-yl)-1H-indol-5-yl)-4-methylmorpholine C(C)(C)C1=C(NC2=CC=C(C=C12)C1CN(CCO1)C)C=1C=C(C=2N(C1)N=CN2)OC